Glycidyldimethyllaurylammonium chlorid [Cl-].C(C1CO1)[N+](CCCCCCCCCCCC)(C)C